(1H-imidazol-1-yl)-2-methyl-1H-benzo[d]imidazole-7-carboxylic acid N1(C=NC=C1)N1C(=NC2=C1C(=CC=C2)C(=O)O)C